2-chloro-5-(methylsulfinyl)benzaldehyde ClC1=C(C=O)C=C(C=C1)S(=O)C